N-((R)-1-(3-(difluoromethyl)-2-fluorophenyl)ethyl)-1-(1-(difluoromethyl)cyclopropyl)-4-(((3R,4S)-3-fluoro-1-(methyl-d3)piperidin-4-yl)amino)-6-oxo-1,6-dihydropyridine-3-carboxamide FC(C=1C(=C(C=CC1)[C@@H](C)NC(=O)C1=CN(C(C=C1N[C@@H]1[C@@H](CN(CC1)C([2H])([2H])[2H])F)=O)C1(CC1)C(F)F)F)F